(3r,5s)-5-(hydroxymethyl)pyrrolidin-3-ol benzyl-{3-[(5-{[(1S,2R,3R,4R,5S)-4-(acetylamino)-2,3-dihydroxy-6,8-dioxabicyclo[3.2.1]oct-1-yl]methoxy}pentanoyl)amino]propyl}carbamate C(C1=CC=CC=C1)N(C(=O)O[C@H]1CN[C@@H](C1)CO)CCCNC(CCCCOC[C@@]12[C@@H]([C@@H]([C@H]([C@@H](OC1)O2)NC(C)=O)O)O)=O